FC1(CN(C1)C1CCN(CC1)C(=O)OC(C)(C)C)CO tert-Butyl 4-[3-fluoro-3-(hydroxymethyl)azetidin-1-yl]piperidine-1-carboxylate